COC1=CC=CC(=N1)C=1N(N=C2C(N(CCC21)C(=O)OC(C)(C)C)C)C tert-butyl 3-(6-methoxy-2-pyridyl)-2,7-dimethyl-5,7-dihydro-4H-pyrazolo[3,4-c]pyridine-6-carboxylate